OC[C@H]1N(CCNC1)C(C)=O (S)-1-(2-(hydroxymethyl)piperazin-1-yl)ethan-1-one